4-((2-(3,8-diazabicyclo[3.2.1]oct-8-yl)pyrido[2,3-b]pyrazin-6-yl)thio)-3-chloropyridin-2-amine C12CNCC(CC1)N2C=2N=C1C(=NC2)N=C(C=C1)SC1=C(C(=NC=C1)N)Cl